OCC=1C=C(C=CC1C)[C@@H](CC(=O)[O-])C1=C(C=2N(C=C1)C(=NN2)C(F)(F)F)C (R)-3-(3-(hydroxymethyl)-4-methylphenyl)-3-(8-methyl-3-(trifluoromethyl)-[1,2,4]triazolo[4,3-a]pyridin-7-yl)propanoate